ClCC=1C=CC(=NC1)CCOC1=C2CN(C(C2=CC=C1)=O)C1C(N(C(CC1)=O)COCC[Si](C)(C)C)=O 3-(4-{2-[5-(chloromethyl)pyridin-2-yl]ethoxy}-1-oxo-3H-isoindol-2-yl)-1-{[2-(trimethylsilyl)ethoxy]methyl}piperidine-2,6-dione